ClC1=C(C(=CC=C1F)Cl)[C@H](C)O (S)-1-(2,6-dichloro-3-fluorophenyl)ethanol